Cl.FC1=C2C=C(N=NC2=CC(=C1)C1=C(C2=CN(N=C2C=C1)C)F)C1CCNCC1 5-Fluoro-7-(4-fluoro-2-methyl-2H-indazol-5-yl)-3-(piperidin-4-yl)cinnoline hydrochloride